6-{4-[1-(oxetan-3-yl)piperidin-4-yl]phenyl}-3-(quinoxalin-6-yl)-1,2-dihydroquinolin-2-one O1CC(C1)N1CCC(CC1)C1=CC=C(C=C1)C=1C=C2C=C(C(NC2=CC1)=O)C=1C=C2N=CC=NC2=CC1